6-(2-chlorophenyl)-2-{[4-(piperidin-2-yl)phenyl]amino}imidazo[1,2-a]pyrimido[5,4-e]pyrimidin-5(6H)-one ClC1=C(C=CC=C1)N1C=2N(C3=C(C1=O)C=NC(=N3)NC3=CC=C(C=C3)C3NCCCC3)C=CN2